(E,Z)-Farnesol OC\C=C(/C)\CC\C=C(\C)/CCC=C(C)C